NC=1C=NC=C(C1C1=CC(=C(C(=O)NC=2C=C(C(=NC2)C(=O)NCC(F)(F)F)C2CC2)C=C1F)Cl)C1CC1 5-(4-(3-amino-5-cyclopropylpyridin-4-yl)-2-chloro-5-fluorobenzamido)-3-cyclopropyl-N-(2,2,2-trifluoroethyl)picolinamide